NC1(C(CC1)C)C1=NC=C(C=N1)C1=CC2=C(N=C3N2[C@H]2C4=C(C(N([C@@H]3C2)C([2H])([2H])[2H])=O)C=CC=C4C#C[Si](C(C)C)(C(C)C)C(C)C)C=C1 (7R,14R)-11-(2-(1-amino-2-methylcyclobutyl)pyrimidin-5-yl)-6-(methyl-d3)-1-((triisopropylsilyl)ethynyl)-6,7-dihydro-7,14-methanobenzo[f]benzo[4,5]imidazo[1,2-a][1,4]diazocin-5(14H)-one